C(C)(C)(C)OC(=O)/N=C(\C1=NC=CC=C1)/NC1=CC(=C(C=C1)NC(=O)C1=C(C=C(C=C1)N\C(\C1=NC=CC=C1)=N\C(OC(C)(C)C)=O)OC(C)C)OC(C)C tert-butyl ((E)-((4-((4-((E)-N'-(tert-butoxycarbonyl)picolinimidamido)-2-isopropoxyphenyl)carbamoyl)-3-isopropoxyphenyl)amino)(pyridin-2-yl)methylene)carbamate